N-(4'-cyclopropoxy-[1,1'-biphenyl]-4-yl)-2-(pyridin-2-yl)cyclopropane-1-carboxamide C1(CC1)OC1=CC=C(C=C1)C1=CC=C(C=C1)NC(=O)C1C(C1)C1=NC=CC=C1